C(C)(C)OC1=CC(=NC2=C(N=CC=C12)C=1N(N=CC1)C1OCCCC1)N1[C@H](COCC1)C 4-isopropoxy-2-((S)-3-methylmorpholin-4-yl)-8-[2-(tetrahydropyran-2-yl)-2H-pyrazol-3-yl]-[1,7]naphthyridine